FC(C1=CC=C(C=C1)N1N=C(N=C1)C1=CC=C(C=C1)CC(=O)N=[N+]=[N-])(F)F 2-(4-(1-(4-(trifluoromethyl)phenyl)-1H-1,2,4-triazol-3-yl)phenyl)acetyl azide